ClC1=CC=2C(OC(C3=CC=C(C=C3C3=CC=C(C(NS(C(=C1OC)C2)(=O)=O)=C3)OC)F)CF)=O 13-chloro-4-fluoro-8-(fluoromethyl)-14,19-dimethoxy-16,16-dioxo-9-oxa-16λ6-thia-17-azatetracyclo[16.3.1.111,15.02,7]tricosa-1(21),2,4,6,11(23),12,14,18(22),19-nonaen-10-one